5-(2H-tetrazol-5-yl)pyridin-2-amine N=1NN=NC1C=1C=CC(=NC1)N